Butyl 7-[(2Z)-2-ethoxycarbonyliminothiazol-3-yl]-3,4-dihydro-1H-isoquinoline-2-carboxylate C(C)OC(=O)\N=C\1/SC=CN1C1=CC=C2CCN(CC2=C1)C(=O)OCCCC